4-(4-nitrophenyl)-3,6-dihydro-2H-thiopyran [N+](=O)([O-])C1=CC=C(C=C1)C=1CCSCC1